4-{4-[(3R)-3-methylmorpholin-4-yl]-6-[1-((S)-S-methylsulfonimidoyl)cyclopropyl]pyrimidin-2-yl}-1H-indole C[C@H]1N(CCOC1)C1=NC(=NC(=C1)C1(CC1)[S@](=O)(=N)C)C1=C2C=CNC2=CC=C1